2-methoxy-N-methyl-N-(1-methylpiperidin-4-yl)benzamide hydrochloride Cl.COC1=C(C(=O)N(C2CCN(CC2)C)C)C=CC=C1